C1(=CC=CC=C1)N(C(CC1=CC=CC=C1)=O)C1=CC=CC=C1 N,N-diphenyl-phenylacetamide